4-(4-(3-aminoazetidin-1-yl)-6-(difluoromethyl)quinazolin-2-yl)-1-(cyclopropylimino)-2,3,4,5-tetrahydro-benzo[f][1,4]thiazepine-1-Oxide NC1CN(C1)C1=NC(=NC2=CC=C(C=C12)C(F)F)N1CCS(C2=C(C1)C=CC=C2)(=NC2CC2)=O